(S)-2,6-diamino-9-(1-(but-2-ynoyl)pyrrolidin-3-yl)-7-(4-phenoxyphenyl)-7,9-dihydro-8H-purin-8-one NC1=NC(=C2N(C(N(C2=N1)[C@@H]1CN(CC1)C(C#CC)=O)=O)C1=CC=C(C=C1)OC1=CC=CC=C1)N